2-[3-(1-ethoxyvinyl)pyrazin-2-yl]-4,6,6-trimethyl-1,3,4-oxadiazin-5-one C(C)OC(=C)C=1C(=NC=CN1)C=1OC(C(N(N1)C)=O)(C)C